C(C)(=O)[O-].C(C)(=O)[O-].C(C)(=O)[O-].[Bi+3] bismuth(III) tris(acetate)